5-(ethylsulfanyl)-2-methylbenzonitrile C(C)SC=1C=CC(=C(C#N)C1)C